C1(CC1)C1=CC(=C(C=C1)NC1=NC=2C=C(C(=C(C2C=N1)N)F)C1=C(C2=C(OCCN2)N=C1)C)OC N~2~-(4-cyclopropyl-2-methoxyphenyl)-6-fluoro-7-(8-methyl-2,3-dihydro-1H-pyrido[2,3-b][1,4]oxazin-7-yl)quinazoline-2,5-diamine